2-((1-(4,7-dimethyl-3-(1-methyl-1H-pyrazol-5-yl)-5-oxo-4,5-dihydroimidazo[1,5-a]quinazolin-9-yl)ethyl)amino)-5-fluorobenzamide CN1C=2N(C3=C(C=C(C=C3C1=O)C)C(C)NC1=C(C(=O)N)C=C(C=C1)F)C=NC2C2=CC=NN2C